4-(9-cyano-4-methyl-8-(4-((4-(methylsulfonyl)piperidin-1-yl)methyl)phenyl)-3-oxo-1,3,4,7-tetrahydro-2H-pyrrolo[3',2':5,6]pyrido[3,4-d]pyrimidin-2-yl)benzoic acid C(#N)C1=C(NC2=C1C1=C(N(C(N(C1)C1=CC=C(C(=O)O)C=C1)=O)C)C=N2)C2=CC=C(C=C2)CN2CCC(CC2)S(=O)(=O)C